FC=1C=C2C(CC3(NC2=CC1)CCN(CC3)C(=O)NCC3=C(C=C(C=C3)F)OC)O 6'-fluoro-N-(4-fluoro-2-methoxybenzyl)-4'-hydroxy-3',4'-dihydro-1'H-spiro[piperidine-4,2'-quinoline]-1-carboxamide